[Na+].CN1N=C(C=C1C(=O)[O-])S(N)(=O)=O 1-methyl-3-sulfamoyl-1H-pyrazole-5-carboxylic acid sodium salt